chloro(2-di-t-butylphosphino-2',4',6'-tri-i-propyl-1,1'-biphenyl) ClC=1C(=C(C=CC1)C1=C(C=C(C=C1C(C)C)C(C)C)C(C)C)P(C(C)(C)C)C(C)(C)C